C1(CC1)C#CC1(CCC1)C(=O)O 1-(2-cyclopropylethynyl)cyclobutanecarboxylic acid